N(=C=S)C1=NC=CC=C1N(C(OC(C)(C)C)=O)C tert-butyl (2-isothiocyanatopyridin-3-yl)(methyl)carbamate